BrC1=CC(=C(C=C1)C=1CCN(CC1)C(=O)OC(C)(C)C)Cl tert-butyl 4-(4-bromo-2-chlorophenyl)-3,6-dihydropyridine-1(2H)-carboxylate